5-cyclopropyl-4H-1,2,4-triazol-3-amine C1(CC1)C=1NC(=NN1)N